C1=CC=CC=2C3=CC=CC=C3C(C12)COC(=O)N[C@H](C(=O)OC)CC1=C(NC2=CC=CC=C12)SC1=CC(=CC=C1)[N+](=O)[O-] Methyl (S)-2-((((9H-fluoren-9-yl)methoxy)carbonyl)amino)-3-(2-((3-nitrophenyl)thio)-1H-indol-3-yl)propanoate